(R)-2-((R)-2-amino-3-hydroxypropionyl)propionic acid methyl ester COC([C@H](C)C([C@@H](CO)N)=O)=O